(E)-1-(2-(aminomethyl)-3-fluoroallyl)-5-(tert-butyl)-5,6-dihydropyrrolo[3,4-c]pyrazol-4(1H)-one NC/C(/CN1N=CC2=C1CN(C2=O)C(C)(C)C)=C\F